FC1=CC=C(C=C1)C1CC(C(NC1(C)C)=O)C1=CC=C(C=C1)OC 5-(4-fluorophenyl)-3-(4-methoxyphenyl)-6,6-dimethylpiperidin-2-one